N-(2,4-Dimethoxybenzyl)-2-(3-methoxy-1H-1,2,4-triazol-1-yl)-5-nitrobenzenesulfonamide COC1=C(CNS(=O)(=O)C2=C(C=CC(=C2)[N+](=O)[O-])N2N=C(N=C2)OC)C=CC(=C1)OC